ClC1=CC2=C(N(C(C(N2C)=O)=O)C2CCN(CC2)CC(C2=CC=C(C=C2)C(F)(F)F)=O)N=C1 7-Chloro-1-methyl-4-(1-(2-oxo-2-(4-(trifluoromethyl)phenyl)ethyl)piperidin-4-yl)-1,4-Dihydropyrido[2,3-b]pyrazine-2,3-dione